5-(cyclopropylmethyl)-2-((4-(6-ethyl-5-iodopyridin-2-yl)-1-methyl-1H-1,2,3-triazol-5-yl)methyl)-4-methyl-2,4-dihydro-3H-1,2,4-triazol-3-one C1(CC1)CC=1N(C(N(N1)CC1=C(N=NN1C)C1=NC(=C(C=C1)I)CC)=O)C